N-(2,4-Dichloropyrimidin-5-yl)-N-methyl-2-nitrobenzamide ClC1=NC=C(C(=N1)Cl)N(C(C1=C(C=CC=C1)[N+](=O)[O-])=O)C